bromospiro[cyclopropane-1,6'-thieno[2,3-c]pyrrole]-4'(5'H)-one BrC1=CC2=C(C3(NC2=O)CC3)S1